OC(COC=1C(=O)O[C@@H](C1OCCCCCCCCCC)[C@@H](O)CO)(C)C 2-O-(2-hydroxyisobutyl)-3-O-decyl-ascorbic acid